ClC=1C=C(C(=C(C=NC(CC2=CC=C(C=C2)OC(C(C)C)=O)C(COC)=O)C1)O)O.C1(=CC=CC=C1)C=1OC=C(N1)C(C)=O 1-(2-Phenyloxazol-4-yl)ethan-1-one 4-(2-(5-chloro-2,3-dihydroxybenzylidene-amino)-4-methoxy-3-oxobutyl)phenyl-isobutyrate